Cl.ClC1=CC=C(S1)C(=N)N 5-Chlorothiophene-2-carboxamidine HCl salt